1,1,1-trifluoro-2-(2-furyl)pent-4-en-2-ol FC(C(CC=C)(O)C=1OC=CC1)(F)F